C[Si](NCCN[Si](C)(C)C)(C)C N,N'-Bis(trimethylsilyl)-1,2-ethylenediamine